(E)-tert-butyl (2-(bromomethyl)-3-fluoroallyl)carbamate BrC\C(\CNC(OC(C)(C)C)=O)=C\F